CC(CO)(CO)COCCCCCCCCCC=C 2-methyl-2-[(10-undecenyloxy)-methyl]-1,3-propanediol